1-(3-{[(1H-indol-4-yl)methyl]amino}pyrido[2,3-b]pyrazin-6-yl)piperidin-4-ol N1C=CC2=C(C=CC=C12)CNC1=CN=C2C(=N1)N=C(C=C2)N2CCC(CC2)O